cyclopropoxy-6-cyclopropyl-3-iodoimidazo[1,2-b]pyridazine C1(CC1)OC=1N=C2N(N=C(C=C2)C2CC2)C1I